C(CCC)[P+](CCCCCC)(CCCCCC)CCCCCC butyl-trihexylphosphonium